CC(C)(C=C)S(=O)N1C(CCCC1)C=1NC(=CN1)C1=CC=C(C=C1)C 1-((2-methylbut-3-en-2-yl)sulfinyl)-2-(5-(p-tolyl)-1H-imidazol-2-yl)piperidine